C1(CCCC1)[Si](COCC)(COCC)C1CCCC1 Dicyclopentylbis(ethoxymethyl)silane